di(isopropyl phenyl) phenyl phosphate P(=O)(OC1=C(C=CC=C1)C(C)C)(OC1=C(C=CC=C1)C(C)C)OC1=CC=CC=C1